6,8-Dichloro-3-(5-p-tolylamino-[1,3,4]thiadiazol-2-yl)-chromen-2-one ClC=1C=C2C=C(C(OC2=C(C1)Cl)=O)C=1SC(=NN1)NC1=CC=C(C=C1)C